methyl (S)-3-(2-(4-cyanopiperidin-1-yl)ethyl)-7-methyl-2-(2-(2-oxopyridin-1(2H)-yl)ethyl)-3,7,8,9-tetrahydro-6H-imidazo[4,5-f]quinoline-6-carboxylate C(#N)C1CCN(CC1)CCN1C(=NC2=C3CC[C@@H](N(C3=CC=C21)C(=O)OC)C)CCN2C(C=CC=C2)=O